(E)-1-(azetidin-3-yl)-3-styryl-1H-pyrazolo[3,4-b]pyridine N1CC(C1)N1N=C(C=2C1=NC=CC2)\C=C\C2=CC=CC=C2